C(C)(C)(C)OC(=O)N1C(C(CCC1)C(=O)O)C 1-[(tert-Butoxy)carbonyl]-2-methylpiperidine-3-carboxylic acid